Benzyl-1-(2-(2-ethylbutylamino)-2-oxoethyl)-2-oxo-1,2-dihydro-pyridin-3-ylcarbamate C(C1=CC=CC=C1)OC(NC=1C(N(C=CC1)CC(=O)NCC(CC)CC)=O)=O